NC=1C2=C(N=C(N1)CO)N(C(C21CCCC1)=O)C=1C=NC(=NC1)C1=CC(=CC(=C1)F)F 4'-amino-7'-[2-(3,5-difluorophenyl)pyrimidin-5-yl]-2'-(hydroxymethyl)-6',7'-dihydrospiro[cyclopentane-1,5'-pyrrolo[2,3-d]pyrimidine]-6'-one